COC1CC(C1)N1C(C2=CC=CC=C2C1=O)=O 2-((1s,3s)-3-methoxycyclobutyl)isoindoline-1,3-dione